BrC1=C(C(=CC=C1)Br)CS(=O)(=O)C 1,3-dibromo-2-(methylsulfonylmethyl)benzene